ClC1=CC=C(C=C1)C1=C(CCC(C1)(C)C)CN1CCN(CCC1)CC=1C=C2C(N(C(C2=CC1)=O)C1C(NC(CC1)=O)=O)=O 5-((4-((4'-chloro-5,5-dimethyl-3,4,5,6-tetrahydro-[1,1'-biphenyl]-2-yl)methyl)-1,4-diazepan-1-yl)methyl)-2-(2,6-dioxopiperidin-3-yl)isoindoline-1,3-dione